7-[(3aS,4R,6R,6aR)-6-(2-methoxypyridin-4-yl)-2,2-dimethyl-tetrahydro-3aH-cyclopenta[d][1,3]dioxol-4-yl]-2-chloropyrrolo[2,3-d]pyrimidin-4-amine COC1=NC=CC(=C1)[C@H]1C[C@H]([C@H]2[C@@H]1OC(O2)(C)C)N2C=CC1=C2N=C(N=C1N)Cl